ethyl (R)-2-(2-oxopropoxy)propanoate O=C(CO[C@@H](C(=O)OCC)C)C